4-fluoro-N-[(1R,3S)-3-[[2-(trifluoromethyl)quinazolin-4-yl]amino]cyclohexyl]benzamide FC1=CC=C(C(=O)N[C@H]2C[C@H](CCC2)NC2=NC(=NC3=CC=CC=C23)C(F)(F)F)C=C1